CC1=NN(C(=C1)O)C1=NC=CC=C1C(F)(F)F 3-methyl-1-(3-(trifluoromethyl)pyridin-2-yl)-1H-pyrazol-5-ol